ClC1=NC(=CC=C1)Cl 2,6-Dichloropyridine